N-methyl-aziridinium C[NH+]1CC1